C(#N)[C@H]1N([C@H]2C[C@H]2C1)C(CC1=NC2=CC=C(C=C2C(=C1)C(=O)N)C(C)O)=O (2-((1S,3S,5S)-3-cyano-2-azabicyclo[3.1.0]hex-2-yl)-2-oxoethyl)-6-(1-hydroxyethyl)quinoline-4-carboxamide